1,3-Divinyl-tetramethyl-disiloxane C(=C)[Si](O[Si](C=C)(C)C)(C)C